pyrazolone methyl-formate COC=O.N1=NC(C=C1)=O